tert-butyl 1-(4,4,5,5-tetramethyl-1,3,2-dioxaborolan-2-yl)-5-azaspiro[2.4]heptane-5-carboxylate CC1(OB(OC1(C)C)C1CC12CN(CC2)C(=O)OC(C)(C)C)C